Benzyl (Z)-p-coumarate C(\C=C/C1=CC=C(C=C1)O)(=O)OCC1=CC=CC=C1